ClC=1C=CC(=C(C1)C1=CC(=C(N=N1)OCCCS(=O)(=O)C)NC1=CC(=NC=C1)NC(OC(C)(C)C)=O)F tert-butyl N-(4-{[6-(5-chloro-2-fluorophenyl)-3-(3-methanesulfonylpropoxy)pyridazin-4-yl]amino}pyridin-2-yl)carbamate